C(=C)C(C(C(C=C)(F)F)(F)F)(F)F 1,3-divinyl-perfluoropropane